N1C=CC2=CC(=CC=C12)CC(=O)[O-] 1H-indole-5-Acetate